BrC=1C(=CC2=C(O[C@H](CC3=C2SC=C3)C)C1)C(=O)O (S)-8-bromo-5-methyl-4,5-dihydrobenzo[b]thieno[2,3-d]oxepine-9-carboxylic acid